C(C)P(=O)(C(CCS(=O)(=O)F)(CCS(=O)(=O)F)C#N)CC 3-Diethylphosphinyl-3-cyanopentane-1,5-disulfonyl fluoride